tert-butyl (3R)-10-amino-11-cyano-2,3,5,6-tetrahydro-4H-3,7-methanobenzo[b][1,4,7]oxadiazonine-4-carboxylate NC=1C=CC2=C(OC[C@@H]3N(CCN2C3)C(=O)OC(C)(C)C)C1C#N